β-tert-butylstyrene C(C)(C)(C)C=CC1=CC=CC=C1